2,3-dimethyl-2-butenal CC(C=O)=C(C)C